methacryloxyacetaldehyde C(C(=C)C)(=O)OCC=O